(R)-2-(1-ethyl-3-methyl-2-oxoindol-3-yl)acetic acid C(C)N1C([C@](C2=CC=CC=C12)(C)CC(=O)O)=O